2-Hydroxy-9-(4-methoxyphenyl)-1H-phenalen-1-one OC=1C(C=2C(=CC=C3C=CC=C(C1)C23)C2=CC=C(C=C2)OC)=O